(6-((1H-pyrazol-1-yl)methyl)-4-methoxybenzo[d]isoxazol-3-yl)-5-bromo-2-methoxybenzenesulfonamide N1(N=CC=C1)CC1=CC2=C(C(=NO2)C=2C(=C(C=C(C2)Br)S(=O)(=O)N)OC)C(=C1)OC